((3-methyl-4-((1-methyl-1H-benzimidazol-5-yl)oxy)phenyl)amino)pyrimidine-5-carboxylic acid CC=1C=C(C=CC1OC1=CC2=C(N(C=N2)C)C=C1)NC1=NC=C(C=N1)C(=O)O